4-(5-(2-hydroxypropan-2-yl)-2-((1r,3r)-3-(methyl-(piperidin-4-ylmethyl)amino)cyclobutoxy)phenyl)-6-methyl-1,6-dihydro-7H-pyrrolo[2,3-c]pyridin-7-one OC(C)(C)C=1C=CC(=C(C1)C=1C2=C(C(N(C1)C)=O)NC=C2)OC2CC(C2)N(CC2CCNCC2)C